C=1(C(=CC=CC1)C1=CC=CC=C1O)O 2,6'-biphenol